CC(=C)C1=CCCCC1 methylcyclohexenyl-ethylene